4-(pyrrolidin-1-yl)butanoic acid hydrochloride Cl.N1(CCCC1)CCCC(=O)O